C(C)(C)(C)OC(=O)N1C(C2=CC=C(C=C2CC1)C#N)OCC1=C(C=C(C=C1)Cl)F ((4-chloro-2-fluorobenzyl)oxy)-6-cyano-3,4-dihydroisoquinoline-2(1H)-carboxylic acid tert-butyl ester